2-{8-fluoro-2-methylimidazo[1,2-a]pyridin-6-yl}-N-methyl-6-(piperazin-1-yl)quinazoline-4-carboxamide FC=1C=2N(C=C(C1)C1=NC3=CC=C(C=C3C(=N1)C(=O)NC)N1CCNCC1)C=C(N2)C